C1(CC1)COC=1C(=CC2=CN(N=C2C1)C1CCC(CC1)NC1CCN(CC1)C(=O)OC(C)(C)C)NC(=O)C=1C=NN2C1N=CC=C2 tert-butyl 4-(((1r,4r)-4-(6-(cyclopropylmethoxy)-5-(pyrazolo[1,5-a]pyrimidine-3-carboxamido)-2H-indazol-2-yl)cyclohexyl)amino)piperidine-1-carboxylate